tert-butyl 2-(3-((diisopropoxyphosphoryl)oxy)-2-(4-hydroxy-2-methylbutan-2-yl)-5-((2-phenylpropan-2-yl)carbamoyl)phenyl)acetate C(C)(C)OP(=O)(OC(C)C)OC=1C(=C(C=C(C1)C(NC(C)(C)C1=CC=CC=C1)=O)CC(=O)OC(C)(C)C)C(C)(CCO)C